(S)-2-(5-cyclopropyl-4-(2-methylpiperazin-1-yl)-7H-pyrrolo[2,3-d]pyrimidin-7-yl)isonicotinic acid C1(CC1)C1=CN(C=2N=CN=C(C21)N2[C@H](CNCC2)C)C=2C=C(C(=O)O)C=CN2